CNC(=O)C=1C=CC=2N(C1)C=C(N2)N2C(CN(CC2)C(=O)OC(C)(C)C)=O tert-butyl 4-[6-(methylcarbamoyl) imidazo[1,2-a]pyridin-2-yl]-3-oxo-piperazine-1-carboxylate